C(#N)C(NC(=O)[C@@H]1[C@H]2C([C@H]2CN1C([C@H](C(C)(C)C)NC(C(F)(F)F)=O)=O)(C)C)C1=CN=CC2=CN=CC=C12 (1R,2S,5S)-N-(cyano(2,7-naphthyridin-4-yl)methyl)-3-((S)-3,3-dimethyl-2-(2,2,2-trifluoroacetamido)butanoyl)-6,6-dimethyl-3-azabicyclo[3.1.0]hexane-2-carboxamide